2-{3-(6-(1,1'-Biphenyl-4-yl)dibenzothiophen-4-yl)phenyl}-4,6-diphenyl-1,3,5-triazine C1(=CC=C(C=C1)C1=CC=CC=2C3=C(SC21)C(=CC=C3)C=3C=C(C=CC3)C3=NC(=NC(=N3)C3=CC=CC=C3)C3=CC=CC=C3)C3=CC=CC=C3